4-(1-methyl-1-cyclobutyl)phenol CC1(CCC1)C1=CC=C(C=C1)O